C(C)(=O)N[C@@H]1C(O)O[C@@H]([C@H]([C@@H]1O)O)CO N-ACETYLMANNOSAMINE